N-(4-(3-aminopyrrolidin-1-yl)phenyl)-4-((8-methyl-2,3-dihydro-1H-pyrido[2,3-b][1,4]oxazin-7-yl)amino)-2-oxo-1,2-dihydropyridine-3-carboxamide NC1CN(CC1)C1=CC=C(C=C1)NC(=O)C=1C(NC=CC1NC1=C(C2=C(OCCN2)N=C1)C)=O